BrC=1C=C2C(C(NC2=C(C1)F)=O)(C)C 5-bromo-7-fluoro-3,3-dimethylindolin-2-one